(R)-1-(pyridin-3-yl)ethyl (1-methyl-4-(6-methyl-5-(methylsulfonamido) pyridin-2-yl)-1H-1,2,3-triazol-5-yl)carbamate CN1N=NC(=C1NC(O[C@H](C)C=1C=NC=CC1)=O)C1=NC(=C(C=C1)NS(=O)(=O)C)C